C(C)O[Si](CCCN1N=C(N=C1N)CCCCC1=NN(C(=N1)N)CCC[Si](OCC)(OCC)OCC)(OCC)OCC 3,3'-Tetramethylenebis{1-[3-(triethoxysilyl)propyl]-5-amino-1,2,4-triazole}